FC1(CC(C1)C1=NC(=NC=C1)OCC1=C(N=NN1C)C1=CC=C(C(=N1)CC)N1CC(CC(C1)(F)F)CC(=O)O)F 2-(1-(6-(5-(((4-(3,3-difluorocyclobutyl)pyrimidin-2-yl)oxy)methyl)-1-methyl-1H-1,2,3-triazol-4-yl)-2-ethylpyridin-3-yl)-5,5-difluoropiperidin-3-yl)acetic acid